(R)-1-(2-(3-methylmorpholino)imidazo[1,5-b]pyridazin-4-yl)cyclopropane-1-carbonitrile C[C@@H]1COCCN1C=1C=C(C=2N(N1)C=NC2)C2(CC2)C#N